tert-Butyl (R)-4-(2-(3-(3-((4-bromo-2-isopropoxybenzyl)(cyclopropyl)carbamoyl)piperidin-1-yl)phenoxy)-2-methylpropanoyl)piperazine-1-carboxylate BrC1=CC(=C(CN(C(=O)[C@H]2CN(CCC2)C=2C=C(OC(C(=O)N3CCN(CC3)C(=O)OC(C)(C)C)(C)C)C=CC2)C2CC2)C=C1)OC(C)C